1-methyl-3-(2-chloro-4-pyrimidinyl)-2-methoxycarbonyl-indole CN1C(=C(C2=CC=CC=C12)C1=NC(=NC=C1)Cl)C(=O)OC